ClC=1C(=CC(=C(C1)CNCC=1C(=C(C=CC1)NC(OC(C)(C)C)=O)F)O)OCC1=CC=C(C=C1)OC tert-butyl N-(3-{[({5-chloro-2-hydroxy-4-[(4-methoxyphenyl)methoxy]phenyl}methyl)amino]methyl}-2-fluorophenyl)carbamate